CC1(CCOC2=C(C=CC=C12)CCC(=O)OCC)C(NNC)=O Ethyl 3-[4-methyl-4-(methylaminocarbamoyl)chroman-8-yl]propanoate